C(C1=CC=CC=C1)SC1=NC(=CC=C1OC)C1(CCOCC1)OC 2-(benzylthio)-3-methoxy-6-(4-methoxytetrahydro-2H-pyran-4-yl)pyridine